4-(4-((R)-1-(3-amino-5-(trifluoromethyl)phenyl)ethylamino)-2-methylpyrido[2,3-d]Pyrimidin-6-yl)-1-imino-1,2,3,6-tetrahydro-1lambda6-thiopyran 1-oxide NC=1C=C(C=C(C1)C(F)(F)F)[C@@H](C)NC=1C2=C(N=C(N1)C)N=CC(=C2)C=2CCS(CC2)(=N)=O